TrisPropane HCl Cl.CCC.CCC.CCC